3-((3S,6S,9S,12S,15S,18R,19R)-9-(aminomethyl)-12-cycloheptyl-19-hexyl-3,16,18-trimethyl-5,8,11,14,17-pentaoxo-15-propyl-1-oxa-4,7,10,13,16-pentaazacyclononadecan-6-yl)propanamide NC[C@H]1C(N[C@H](C(N[C@H](CO[C@@H]([C@H](C(N([C@H](C(N[C@H](C(N1)=O)C1CCCCCC1)=O)CCC)C)=O)C)CCCCCC)C)=O)CCC(=O)N)=O